N-butyl-N-beta-hydroxyethyl-p-toluidine C(CCC)N(C1=CC=C(C=C1)C)CCO